ClC=1C=C(C=CC1Cl)C[C@H](CN(C)C)NS(=O)(=O)C1=CC=C(C=C1)OC(F)(F)F (R)-N-(1-(3,4-dichlorophenyl)-3-(dimethylamino)propan-2-yl)-4-(trifluoromethoxy)benzenesulfonamide